NC=1C=C(C(=NC1C1CCOCC1)C(=O)NCC(C)(C)O)C 5-amino-N-(2-hydroxy-2-methylpropyl)-3-methyl-6-(tetrahydro-2H-pyran-4-yl)pyridinecarboxamide